3,9-bis{2-[3-(3-t-butyl-4-hydroxy-5-methylphenyl)-propionyloxy]-1,1-dimethylethyl}-2,4,8,10-tetraoxaspiro(5.5)undecane C(C)(C)(C)C=1C=C(C=C(C1O)C)CCC(=O)OCC(C)(C)C1OCC2(CO1)COC(OC2)C(COC(CCC2=CC(=C(C(=C2)C)O)C(C)(C)C)=O)(C)C